OC=1C=C(C=CC1OC)/C=C/C(=O)C1=C(C=CC=C1)C1=C(C(=C(C=C1)OC)OC)OC (E)-3-(3-Hydroxy-4-methoxyphenyl)-1-(2',3',4'-trimethoxy[1,1'-biphenyl]-2-yl)prop-2-en-1-one